CC1=C(C(=NC=N1)C)C(=O)N dimethylpyrimidine-5-carboxamide